C(#N)C1=C(C(=C(C=C1)N1C([C@@H]2[C@]3(C[C@H]([C@@]([C@@H]2C1=O)(O3)C)NC(=O)C3=NNC(=C3)C(C)O)C)=O)C)C(F)(F)F N-((3aR,4R,5R,7R,7aS)-2-(4-cyano-2-methyl-3-(trifluoromethyl)phenyl)-4,7-dimethyl-1,3-dioxooctahydro-1H-4,7-epoxyisoindol-5-yl)-5-(1-hydroxyethyl)-1H-pyrazole-3-carboxamide